5-[(3-methylphenyl)sulfanyl]pyrimidine-4-carboxylic acid CC=1C=C(C=CC1)SC=1C(=NC=NC1)C(=O)O